(R*)-methyl 6-(bromomethyl)-4-(2-chloro-4-fluorophenyl)-2-(thiazol-2-yl)-1,4-dihydropyrimidine-5-carboxylate BrCC1=C([C@@H](N=C(N1)C=1SC=CN1)C1=C(C=C(C=C1)F)Cl)C(=O)OC |o1:4|